F\C=C(\CNC(OC(C)(C)C)=O)/COC1=CC2=C(N=C(O2)NCC=2C=NC(=CC2)OC)C=C1 tert-butyl (Z)-(3-fluoro-2-(((2-(((6-methoxypyridin-3-yl)methyl)amino)benzo[d]oxazol-6-yl)oxy)methyl)allyl)carbamate